3-tetrahydropyran-2-yl-7,8,9,10-tetrahydrocyclohepta[e]indazol-6-one O1C(CCCC1)N1N=CC=2C3=C(C=CC12)C(CCCC3)=O